6-bromo-2-phenyl-1H-imidazo[4,5-b]Pyrazine BrC1=CN=C2C(=N1)NC(=N2)C2=CC=CC=C2